N1-(6,7-dimethoxy-3-((4-methoxyphenyl)sulfonyl)quinolin-4-yl)-N1,N2,N2-triethylethane-1,2-diamine COC=1C=C2C(=C(C=NC2=CC1OC)S(=O)(=O)C1=CC=C(C=C1)OC)N(CCN(CC)CC)CC